tert-butyl 4-[[4,5-dichloro-2-(prop-2-en-1-yloxy)phenyl][(2-methylpropane-2-sulfinyl)amino]methyl]-4-fluoropiperidine-1-carboxylate ClC1=CC(=C(C=C1Cl)C(C1(CCN(CC1)C(=O)OC(C)(C)C)F)NS(=O)C(C)(C)C)OCC=C